2,11-diazahexacosan-26-oate CNCCCCCCCCNCCCCCCCCCCCCCCC(=O)[O-]